C(C1=CC=CC=C1)N1C(N(C=2N=NC(=CC21)C=2C(=NC(=NC2)OC(C)(C)C)OC(C)(C)C)C)=O 5-benzyl-3-(2,4-ditert-butoxypyrimidin-5-yl)-7-methyl-imidazo[4,5-c]pyridazin-6-one